N1=CN=C(C=C1)C1=NC2=CN=CC=C2C(=C1)N 2-(pyrimidin-4-yl)-1,7-naphthyridin-4-amine